CN(C=1C=C2C=CN(C2=C(C1)C(=O)NCC1=CC=C(C(=O)O)C=C1)CC1=CC=C(C=C1)C(F)(F)F)C1=CC=CC=C1 4-((5-(Methyl-(phenyl)amino)-1-(4-(trifluoromethyl)benzyl)-1H-indol-7-amido)methyl)benzoic acid